3-(acetoxy)-1-aminocyclobutane-1-carboxylic acid ethyl ester C(C)OC(=O)C1(CC(C1)OC(C)=O)N